BrC=1C=CC(=C(C1)C(C(=O)O)N1C(C=C(C(=C1)CCCN(C)C)C(F)(F)F)=O)F (5-bromo-2-fluorophenyl)({5-[3-(dimethylamino)propyl]-2-oxo-4-(trifluoromethyl)pyridin-1-yl})acetic acid